C(CCCCCCC\C=C/C\C=C/C\C=C/CC)(=O)OCCCCCCCCCCCCCCCCCCCC(=O)O 20-(((9Z,12Z,15Z)-octadeca-9,12,15-trienoyl)oxy)-eicosanoic acid